3-((3R,5S)-3-((5-(4,5-bis(hydroxymethyl)thiazol-2-yl)-1H-pyrrolo[2,3-b]pyridin-4-yl)amino)-5-methylpiperidin-1-yl)-3-oxopropanenitrile OCC=1N=C(SC1CO)C=1C(=C2C(=NC1)NC=C2)N[C@H]2CN(C[C@H](C2)C)C(CC#N)=O